1-[(2S)-1-Phenoxypropan-2-yl]-1H-imidazole-4-carboxylic acid O(C1=CC=CC=C1)C[C@H](C)N1C=NC(=C1)C(=O)O